perylene-3,9,10-tetracarboxylic dianhydride C1=CC2=C3C(=CC=C4C3=C1C5=C6C4=CC=C7C6=C(C=C5)C(=O)OC7=O)C(=O)OC2=O